NC=1SCC[C@@](N1)(C)C1=C(C=CC(=C1)\C=C(/F)\C1=NC=C(C=C1)Cl)F (4S,6S)-2-Amino-4-(5-((Z)-2-(5-chloropyridin-2-yl)-2-fluorovinyl)-2-fluorophenyl)-4-methyl-5,6-dihydro-4H-1,3-thiazin